2-(4-(((3aR,5R,6aS)-2-((S)-2-hydroxypropanoyl)octahydrocyclopenta[c]pyrrol-5-yl)amino)-1H-pyrrolo[2,3-b]pyridin-5-yl)-N-(2-methoxy-2-methylpropyl)thiazole-5-carboxamide O[C@H](C(=O)N1C[C@@H]2[C@H](C1)CC(C2)NC2=C1C(=NC=C2C=2SC(=CN2)C(=O)NCC(C)(C)OC)NC=C1)C